C1(=CC=CC=C1)P(C1=CC=CC=C1)(C1=CC=CC=C1)Cl triphenylphosphinous chloride